N=1N(N=CC1)C=1C(=NC=CC1)C(=O)O 3-(2H-1,2,3-triazol-2-yl)picolinic acid